phenylrhodium dichloride C1(=CC=CC=C1)[Rh](Cl)Cl